5-((4-(2,4-dichloropyridin-3-yl)piperazin-1-yl)methyl)-2-(2,6-dioxopiperidin-3-yl)isoindoline-1,3-dione ClC1=NC=CC(=C1N1CCN(CC1)CC=1C=C2C(N(C(C2=CC1)=O)C1C(NC(CC1)=O)=O)=O)Cl